NC=1C(=C(C=CC1F)NC(C1=C(C=CC(=C1)NC(=O)CC(CC1=CC(=C(C(=C1)Cl)Cl)Br)(Cl)Cl)Cl)=O)F N-(3-amino-2,4-difluorophenyl)-5-(3-(3-bromo-4,5-dichlorophenyl)-2,2-dichloropropane-1-carboxamido)-2-chlorobenzamide